FC1(C(C1)C(CC#N)=O)F 3-(2,2-difluorocyclopropyl)-3-oxo-propanenitrile